2,4-dichloro-5-(trifluoromethyl)-7-((2-(trimethylsilyl)ethoxy)methyl)-7H-pyrrolo[2,3-d]pyrimidine ClC=1N=C(C2=C(N1)N(C=C2C(F)(F)F)COCC[Si](C)(C)C)Cl